2-methyl-L-tyrosine CC1=C(C[C@H](N)C(=O)O)C=CC(=C1)O